1-(6-(((5-(4-(2-methoxyphenyl)-6-methylpyridin-3-carboxamido)-1,3,4-thiadiazol-2-yl)oxy)methyl)pyridin-3-yl)cyclopropane-1-carboxylic acid COC1=C(C=CC=C1)C1=C(C=NC(=C1)C)C(=O)NC1=NN=C(S1)OCC1=CC=C(C=N1)C1(CC1)C(=O)O